C(C1=CC=CC=C1)OC1=C(C=CC(=C1)Br)C=1C=2N(C(=NN1)SC)N=CC2 4-(2-benzyloxy-4-bromo-phenyl)-7-methylsulfanyl-pyrazolo[1,5-d][1,2,4]triazine